D-allofuranose OC1[C@H](O)[C@H](O)[C@H](O1)[C@H](O)CO